C1C=CN(C=C1C(=O)N)[C@@H]2[C@@H]([C@@H]([C@H](O2)COP(=O)(O)OP(=O)(O)OC[C@@H]3[C@H]([C@H]([C@@H](O3)N4C=NC5=C(N=CN=C54)N)OP(=O)(O)O)O)O)O The molecule is a nicotinamide dinucleotide that is NADPH in which the anomeric centre of the ribosyldihydronicotinamide moiety has alpha- rather than beta-configuration. It is a conjugate acid of an alpha-NADPH(4-).